N-[(4S)-3,4-Dihydro-2H-chromen-4-yl]-4-(tetrahydro-2H-pyran-4-yl)-8-(2,3,5-trifluorophenyl)quinoline-3-carboxamide O1CC[C@@H](C2=CC=CC=C12)NC(=O)C=1C=NC2=C(C=CC=C2C1C1CCOCC1)C1=C(C(=CC(=C1)F)F)F